C1(CCCC1)N1C(C2=C(C=C(C=C2C1)O)C)=O 2-cyclopentyl-5-hydroxy-7-methylisoindolin-1-one